CNC(=O)C=1C=C2C=CC=C(C2=CC1)OC1=CC=C(C=N1)C(=O)O 6-[[6-(methylcarbamoyl)-1-naphthyl]oxy]pyridine-3-carboxylic acid